C(C)(C)(C)OC(=O)N[C@H](C(=O)OC)CC=1C(N(C2=CC(=C(C=C2C1)OC)C)CC1=CC=C(C=C1)OC)=O Methyl (S)-2-((tert-butoxycarbonyl)amino)-3-(6-methoxy-1-(4-methoxybenzyl)-7-methyl-2-oxo-1,2-dihydroquinolin-3-yl)propanoate